ClC1=C(C=C2CCCOC2=C1C=1C[C@H](CNCC1)O)NC1=NC(=CC(=N1)C)NC |o1:13| Rel-(3R)-5-[7-chloro-6-[[4-methyl-6-(methylamino)pyrimidin-2-yl]amino]chroman-8-yl]-2,3,4,7-tetrahydro-1H-azepin-3-ol